CC([C@@H](C(=O)OC)NC(=O)C1=CN=C(O1)C1=CC(=CC=C1)C1=CC(=NN1)C(NC(CC)CC)=O)C (S)-Methyl 3-Methyl-2-(2-(3-(3-(Pentan-3-Ylcarbamoyl)-1H-Pyrazol-5-yl)Phenyl)Oxazole-5-Carboxamido)Butanoate